ClC=1N=C(NC1[C@H]1[C@H](CN(CC1)S(=O)(=O)CCC(=O)N1CCC(CC1)CO)C)C1=NC=C(C=C1)F 3-[[(3R,4R)-4-[4-Chloro-2-(5-fluoro-2-pyridyl)-1H-imidazol-5-yl]-3-methyl-1-piperidyl]sulfonyl]-1-[4-(hydroxymethyl)-1-piperidyl]propan-1-one